N,N'-bis(2-hydroxyethyl)-adipamide OCCNC(CCCCC(=O)NCCO)=O